9-bromo-5,6-dihydrobenzo[f]imidazo[1,2-d][1,4]oxazepine BrC1=CC2=C(C=3N(CCO2)C=CN3)C=C1